The molecule is a member of the class of xanthones that is 4a,9a-dihydro-1H-xanthene-2,9-dione substituted by hydroxy groups at positions 1, 8 and 9a, a methoxy group at position 4 and methyl groups at positions 4a and 6 (the 1S,4aS,9aS stereoisomer). Isolated from Microdiplodia species, it exhibits antibacterial activity. It has a role as an antibacterial agent and a fungal metabolite. It is a member of xanthones, a member of phenols, an enol ether, a secondary alpha-hydroxy ketone and a tertiary alpha-hydroxy ketone. CC1=CC(=C2C(=C1)O[C@@]3(C(=CC(=O)[C@H]([C@]3(C2=O)O)O)OC)C)O